Tert-butyl 6-(3-(4-(((benzyloxy) carbonyl) (2-methoxyethyl) amino)-2-fluorophenyl)-5-methyl-1H-pyrazol-1-yl)-2-azaspiro[3.3]heptane-2-carboxylate C(C1=CC=CC=C1)OC(=O)N(C1=CC(=C(C=C1)C1=NN(C(=C1)C)C1CC2(CN(C2)C(=O)OC(C)(C)C)C1)F)CCOC